7H-pyrrolo[2,3]pyrimidine-6-carboxamide N1=CN=CC2=C1CC(=N2)C(=O)N